3-phenyl-3-(4-(4-methoxyphenylpiperazin-1-yl)phenyl)-13,13-dimethyl-6-methoxy-7-(2-hydroxy-2-methyl-3-butyn-4-yl)-indeno[2',3':3,4]naphtho[1,2-b]pyran C1(=CC=CC=C1)C1(C=CC2=C(O1)C=1C=C(C(=CC1C1=C2C(C2=CC=CC=C21)(C)C)C#CC(C)(C)O)OC)C2=CC=C(C=C2)N2C(CNCC2)C2=CC=C(C=C2)OC